Aminoflavonone NC1=C2C(C(C(OC2=CC=C1)C1=CC=CC=C1)=O)=O